zinc hydantoin N1C(=O)NC(=O)C1.[Zn]